O1C(CCCC1)N1C=2C=CC=3OCCCNC(OCC4=CC(=CC(C(=N1)C2C3)=C4)C#C[Si](CC)(CC)CC)=O 19-(oxan-2-yl)-4-[2-(triethylsilyl)ethynyl]-8,14-dioxa-10,19,20-triazatetracyclo[13.5.2.12,6.018,21]tricosa-1(20),2(23),3,5,15(22),16,18(21)-heptaen-9-one